6-Chloro-3-[[(1R)-1-(3-cyano-6-methyl-4-oxo-2-phenyl-chromen-8-yl)ethyl]amino]-N-methylsulfonyl-pyridine-2-carboxamide ClC1=CC=C(C(=N1)C(=O)NS(=O)(=O)C)N[C@H](C)C=1C=C(C=C2C(C(=C(OC12)C1=CC=CC=C1)C#N)=O)C